N-{5-[(4-chlorophenyl)(methyl)carbamoyl]-1,3,4-thiadiazol-2-yl}-3'-fluoro-5'-methoxy-2',6-dimethyl-[4,4'-bipyridine]-3-carboxamide ClC1=CC=C(C=C1)N(C(=O)C1=NN=C(S1)NC(=O)C=1C=NC(=CC1C1=C(C(=NC=C1OC)C)F)C)C